C1(CC1)C1=C(C=C(C(=O)OC)C=C1)S(NC1=C(C=CC(=C1)N1N=NN=C1)OC(C)C)(=O)=O methyl 4-cyclopropyl-3-(N-(2-isopropoxy-5-(1H-tetrazol-1-yl)phenyl) sulfamoyl)benzoate